prop-2-en-1-amine C(C=C)N